ClC1=CC2=C(C=NOB2O)C=C1 7-chloro-1-hydroxy-2,3,1-benzoxazaborinine